6-chloro-N-(2,4-dimethoxybenzyl)-4-morpholino-3-nitropyridin-2-amine ClC1=CC(=C(C(=N1)NCC1=C(C=C(C=C1)OC)OC)[N+](=O)[O-])N1CCOCC1